tert-butyl (R)-4-((6-methoxypyridin-3-yl)methyl)-3-(trifluoromethyl)piperazine-1-carboxylate COC1=CC=C(C=N1)CN1[C@H](CN(CC1)C(=O)OC(C)(C)C)C(F)(F)F